BrCCCOC1=CC=C(C=C1)C(\C=C\C1=CC=C(C=C1)OC)=O (E)-1-(4-(3-bromopropoxy)phenyl)-3-(4-methoxyphenyl)prop-2-en-1-one